COC=1C=C(C=CC1OC)C=1N=C2N(C(C1)=O)C=C(C=C2)C2=CC(=NC=C2)C 2-(3,4-dimethoxyphenyl)-7-(2-methylpyridin-4-yl)-4H-pyrido[1,2-a]pyrimidin-4-one